N-(3-(4'-(3-Hydroxy-3-Methylbutoxy)-4,5,5',6'-Tetrahydro-2H-Spiro[Furan-3,8'-Pyrano[3,4-b]Pyridin]-2'-yl)-1-(Oxetan-3-yl)-1H-Pyrrolo[2,3-c]Pyridin-5-yl)Acetamide OC(CCOC1=C2C(=NC(=C1)C1=CN(C3=CN=C(C=C31)NC(C)=O)C3COC3)C3(OCC2)COCC3)(C)C